2,6-bis(2-fluorophenyl)pyrimidine-4-carboxylic acid ethyl ester C(C)OC(=O)C1=NC(=NC(=C1)C1=C(C=CC=C1)F)C1=C(C=CC=C1)F